C(C)(C)(C)O.[Mg] magnesium tertiary butanol